rel-4-[4-(fluoromethyl)-1-(4-methylbenzenesulfonyl)-1H-pyrrolo[3,2-c]pyridin-3-yl]-2-methyl-6-{[(1r,4r)-4-(trifluoromethyl)cyclohexyl]oxy}pyrimidine FCC1=NC=CC2=C1C(=CN2S(=O)(=O)C2=CC=C(C=C2)C)C2=NC(=NC(=C2)OC2CCC(CC2)C(F)(F)F)C